6-(benzylthio)-4-fluoro-1-(5-fluoro-2-methoxy-4-((1R,2R)-2-(trifluoromethyl)cyclopropyl)phenyl)quinolin-2(1H)-one C(C1=CC=CC=C1)SC=1C=C2C(=CC(N(C2=CC1)C1=C(C=C(C(=C1)F)[C@H]1[C@@H](C1)C(F)(F)F)OC)=O)F